O1C(=CC=C1)CC=O 2-(FURAN-2-YL)ACETALDEHYDE